C(C)(C)(C)NC1=NC=CC=C1CC(C(=O)O)=O 3-(2-(tert-butylamino)pyridin-3-yl)-2-oxopropanoic acid